N-(4-(aminomethyl)cyclohexyl)-3,5-difluoro-4-(4-methylcyclohexyl)aniline NCC1CCC(CC1)NC1=CC(=C(C(=C1)F)C1CCC(CC1)C)F